BrC=1C(=NC(=CC1)N1C[C@H](CCC1)OC)[N+](=O)[O-] 3-Bromo-6-[(3S)-3-methoxypiperidin-1-yl]-2-nitropyridine